methyl-((3-(4-((((1r,4r)-4-((tert-butoxycarbonyl) amino) cyclohexyl) (methyl) amino) methyl) piperidin-1-yl) phenyl) amino) propanoate C(CC)(=O)ON(C1=CC(=CC=C1)N1CCC(CC1)CN(C)C1CCC(CC1)NC(=O)OC(C)(C)C)C